3-methyl-3-hydroxymethyloxetane CC1(COC1)CO